C(CCCCCCCCCCC)N(CCN1CCN(CC1)CCNC(C(N)CCCCCC)(CCCCCC)CCCCCC)CCCCCCCCCCCC N1-(2-(4-(2-(Didodecylamino)ethyl)piperazin-1-yl)ethyl)-trihexylethane-1,2-diamine